Sodium 3-{[{(1Z,4E)-4-[(2-chlorophenyl){4-[ethyl(3-sulfonatobenzyl)amino]-2-methylphenyl}methylene]-3-methyl-2,5-cyclohexadien-1-ylidene}(ethyl)ammonio]methyl}benzenesulfonate ClC1=C(C=CC=C1)\C(=C/1\C(=C\C(\C=C1)=[N+](\CC)/CC=1C=C(C=CC1)S(=O)(=O)[O-])C)\C1=C(C=C(C=C1)N(CC1=CC(=CC=C1)S(=O)(=O)[O-])CC)C.[Na+]